4-chloropyrimidin-5-amine ClC1=NC=NC=C1N